N-oleoyl-phenylalanine amide C(CCCCCCC\C=C/CCCCCCCC)(=O)NC([C@@H](N)CC1=CC=CC=C1)=O